((2,2-difluorobenzo[d][1,3]dioxol-5-yl)(8-hydroxy-5-methylquinolin-7-yl)methyl)-3-(2-((2-(2,6-dioxopiperidin-3-yl)-1,3-dioxoisoindolin-4-yl)amino)ethoxy)propanamide FC1(OC2=C(O1)C=CC(=C2)C(C2=CC(=C1C=CC=NC1=C2O)C)C(C(=O)N)COCCNC2=C1C(N(C(C1=CC=C2)=O)C2C(NC(CC2)=O)=O)=O)F